C(C)OC1=C(C=C(C=C1)S(=O)(=O)N1CC[N+](CC1)([O-])C)C=1NC(C2=C(N1)C(=NN2C)CCC)=O 5-[2-Ethoxy-5-[(4-methyl-4-oxido-1-piperazinyl)sulfonyl]phenyl]-1,6-dihydro-1-methyl-3-propyl-7H-pyrazolo[4,3-d]pyrimidin-7-one